(S)-4-(5,5-difluoro-4-hydroxy-3-((trifluoromethyl)sulfonyl)-4,5,6,7-tetrahydro-1H-indol-1-yl)phthalonitrile FC1([C@H](C=2C(=CN(C2CC1)C=1C=C(C(C#N)=CC1)C#N)S(=O)(=O)C(F)(F)F)O)F